6-(8-Cyclopentyl-6-ethyl-7-oxo-7,8-dihydro-pyrido[2,3-d]pyrimidin-2-ylamino)-3-piperazin-1-yl-pyridine-2-carboxylic acid C1(CCCC1)N1C(C(=CC2=C1N=C(N=C2)NC2=CC=C(C(=N2)C(=O)O)N2CCNCC2)CC)=O